azetidin-3-ol acetate C(C)(=O)OC1CNC1